CC=1N=C(C2=C(N1)CCCCC2)NC=2C(=NNC2)C(=O)NC2=CC=C(C=C2)N2CCOCC2 4-((2-methyl-6,7,8,9-tetrahydro-5H-cyclohepta[d]pyrimidin-4-yl)amino)-N-(4-morpholinophenyl)-1H-pyrazole-3-carboxamide